methyl 3,4-difluoro-2-(phenylamino)-5-vinylbenzoate FC=1C(=C(C(=O)OC)C=C(C1F)C=C)NC1=CC=CC=C1